C(C)C1=C(C(=NC=C1)C1=NC=CC=C1)CC diethyl-2,2'-bipyridine